(R)-N-[(1R)-1-(2-ethylsulfanyl-6-methyl-4-oxo-chromen-8-yl)ethyl]-2-methyl-propane-2-sulfinamide C(C)SC=1OC2=C(C=C(C=C2C(C1)=O)C)[C@@H](C)N[S@](=O)C(C)(C)C